ClC(N1NC(=CC(=N1)C1=CC=C(C=C1)OC)C(Cl)(Cl)Cl)(Cl)Cl 2,6-ditrichloromethyl-4-(p-methoxyphenyl)-triazine